Br.CC1=C(CN2C(NCCC2)=N)C=CC=C1 1-(2-methylbenzyl)tetrahydropyrimidin-2(1H)-imine hydrobromide